NCC=1C=CC2=C(N(CO2)C)C1 5-(aminomethyl)-3-methylbenzo[d]oxazol